FC1=C(C=CC=C1)S(=O)(=O)NC=1C(=NC=C(C1)C=1C=CC=2N=CN=C(C2N1)C1CCN(CC1)C(\C=C\C(C)=O)=O)OC (E)-2-fluoro-N-(2-methoxy-5-(4-(1-(4-oxopent-2-enoyl)piperidin-4-yl)pyrido[3,2-d]pyrimidin-6-yl)pyridin-3-yl)benzenesulfonamide